C(CN1C(=NC2=C1C=CC(=C2OC)C(=O)N)C2=C(C=CC=C2F)C#N)N2C(=NC1=C2C=CC(=C1OC)C(=O)N)C1=C(C=CC=C1F)C#N (ethane-1,2-diyl)bis(2-(2-cyano-6-fluorophenyl)-4-methoxy-1H-benzo[d]imidazole-5-carboxamide)